FC(=CCC/C(=C/CC/C(=C/CC=1C(C(=C(C(C1C)=O)C)C)=O)/C)/C)F 2-((2E,6E)-11,11-difluoro-3,7-dimethylundec-2,6,10-trien-1-yl)-3,5,6-trimethylcyclohexa-2,5-diene-1,4-dione